C(CCCCCCC\C=C/C\C=C/CCCCC)(=O)OCC(COC(CCCN)=O)OC(CC(C)O)=O 3-((4-aminobutanoyl)oxy)-2-((3-hydroxybutanoyl)oxy)propyl (9Z,12Z)-octadeca-9,12-dienoate